1-(4-phenyl-6,7-dihydro-5H-benzo[6,7]cyclohepta[1,2-b]pyridin-2-yl)-N3-(4-(4-methylpiperazin-1-yl)phenyl)-1H-1,2,4-triazole-3,5-diamine C1(=CC=CC=C1)C1=C2C(=NC(=C1)N1N=C(N=C1N)NC1=CC=C(C=C1)N1CCN(CC1)C)C1=C(CCC2)C=CC=C1